3-Methyl-5-oxo-N-phenyl-1-(pyridin-4-yl)-4,5-dihydro-1H-pyrazole-4-carboxamide CC1=NN(C(C1C(=O)NC1=CC=CC=C1)=O)C1=CC=NC=C1